(Z)-2-[5-(cyclohexen-1-yl)-2-methyl-phenoxy]-3-methoxy-prop-2-enoic acid methyl ester COC(/C(=C/OC)/OC1=C(C=CC(=C1)C1=CCCCC1)C)=O